1-(2-fluoroethyl)-3-methylpiperidin FCCN1CC(CCC1)C